N-((1S)-1-(3-(5-((isopropyl(oxo)(3,3,3-trifluoropropyl)-λ6-sulfaneylidene)amino)pyridin-2-yl)pyrazin-2-yl)ethyl)-3,5-bis(trifluoromethyl)benzamide C(C)(C)S(CCC(F)(F)F)(=O)=NC=1C=CC(=NC1)C=1C(=NC=CN1)[C@H](C)NC(C1=CC(=CC(=C1)C(F)(F)F)C(F)(F)F)=O